ClC1=C(C(=O)P(C2=CC=CC3=CC=CC=C23)=O)C(=CC=C1)Cl 2,6-dichlorobenzoyl-1-naphthylphosphine oxide